5-Methyl-N-[2-(1-methyl-1H-pyrazol-4-yl)-[1,3]thiazolo[5,4-c]pyridin-6-yl]-6-[(pyrrolidin-1-yl)methyl]pyridin-2-amine CC=1C=CC(=NC1CN1CCCC1)NC1=CC2=C(C=N1)SC(=N2)C=2C=NN(C2)C